(S)-7-(4-(2-methoxyphenyl)piperidin-1-yl)-2-(oxazol-2-yl)-5-oxa-2-azaspiro[3.4]octane COC1=C(C=CC=C1)C1CCN(CC1)[C@@H]1COC2(CN(C2)C=2OC=CN2)C1